4-(4-(1-(3-methoxybenzyl)azetidine-3-carbonyl)-3,4-dihydro-2H-pyrido[4,3-b][1,4]oxazin-8-yl)benzonitrile COC=1C=C(CN2CC(C2)C(=O)N2C3=C(OCC2)C(=CN=C3)C3=CC=C(C#N)C=C3)C=CC1